C(C)(C)(C)OC(=O)NC=1C=CC(=NC1C1=CCC(CC1)(C)C)N1CC2COCC(C1)N2C(=O)OC(C)(C)C tert-butyl 7-[5-(tert-butoxycarbonylamino)-6-(4,4-dimethylcyclohexen-1-yl)-2-pyridyl]-3-oxa-7,9-diazabicyclo[3.3.1]nonane-9-carboxylate